BrS1C[C@H](CN2C(N=C(C3=CC(=CC1=C23)C(F)(F)F)N2C[C@@H](N([C@@H](C2)C)C(=O)OC(C)(C)C)C)=O)C2=NC=CC=C2 tert-butyl (2S,6R)-4-((R)-l-1-bromo-6-oxo-3-(pyridin-2-yl)-10-(trifluoromethyl)-3,4-dihydro-2H,6H-[1,4]thiazepino[2,3,4-ij]quinazolin-8-yl)-2,6-dimethylpiperazine-1-carboxylate